8-iodo-4-(neopentylamino)quinoline-3-carbonitrile IC=1C=CC=C2C(=C(C=NC12)C#N)NCC(C)(C)C